C(OCCCCOOC(C)(C)CCCC)([O-])=O tert-heptyl-peroxy-n-butyl monocarbonate